1-(4-(5-((4-(6-Phenylimidazo[1,2-a]pyridin-3-yl)pyrimidin-2-yl)amino)pyridin-2-yl)piperazin-1-yl)ethan-1-one C1(=CC=CC=C1)C=1C=CC=2N(C1)C(=CN2)C2=NC(=NC=C2)NC=2C=CC(=NC2)N2CCN(CC2)C(C)=O